BrC=1C(=C(OCCC(C(O)C2=CC=C(C=C2)F)F)C(=CC1)C)F 4-(3-bromo-2-fluoro-6-methylphenoxy)-2-fluoro-1-(4-fluorophenyl)-butan-1-ol